3-methoxy-4-(pyridazin-3-ylmethoxy)aniline COC=1C=C(N)C=CC1OCC=1N=NC=CC1